FC=1C(=NC(=CC1)C)C1=CC(=C(N=N1)OCC(F)(F)F)NC1=CC(=NC=C1)NC(CCN1CCN(CC1)C)=O N-(4-{[6-(3-fluoro-6-methyl-pyridin-2-yl)-3-(2,2,2-trifluoro-ethoxy)pyridazin-4-yl]amino}-pyridin-2-yl)-3-(4-methylpiperazin-1-yl)propanamide